3-(2-(methoxymethoxy)phenyl)-7-((2-(trimethylsilyl)ethoxy)methyl)-7H-pyrrolo[2,3-c]pyridazine-6-carbaldehyde COCOC1=C(C=CC=C1)C1=CC2=C(N=N1)N(C(=C2)C=O)COCC[Si](C)(C)C